7-hydroxy-5-(2-phenylethyl)-[1,2,4]triazolo[1,5-a]pyridine-8-formic acid OC1=C(C=2N(C(=C1)CCC1=CC=CC=C1)N=CN2)C(=O)O